(R)-N-((R)-1-(3-(difluoromethyl)-2-fluorophenyl)ethyl)-6-(3,6-dihydro-2H-thiopyran-4-yl)-2-methyl-2,3-dihydroimidazo[1,2-b]pyridazine-8-carboxamide FC(C=1C(=C(C=CC1)[C@@H](C)NC(=O)C=1C=2N(N=C(C1)C=1CCSCC1)C[C@H](N2)C)F)F